BrC1=C(CN2C3=CC=C(C=C3C=3C=C(C=CC23)C(C)(C)C)C(C)(C)C)C=CC=C1 N-(2-bromobenzyl)-3,6-di-tert-butyl-carbazole